C1(=CC=CC=C1)P(C1=CC=CC=C1)[C-]1C=CC=C1.[C-]1(C=CC=C1)P(C1=CC=CC=C1)C1=CC=CC=C1.[Fe+2] Bis-diphenylphosphinoferrocene